NC1=C(N=CC2=C(C(=CC=C12)F)C1=CN=NC=C1OC)C(=O)NCCC 4-amino-7-fluoro-8-(5-methoxypyridazin-4-yl)-N-propylisoquinoline-3-carboxamide